O[Rh-]C1=CCCC=CCC1 hydroxy(1,5-cyclooctadienyl)rhodium (I)